C(C1=CC=CC=C1)SC1=C(C=C2C(CN(C2=C1)S(=O)(=O)C1=CC=C(C)C=C1)C(F)(F)F)F 6-(benzylthio)-5-fluoro-1-tosyl-3-(trifluoromethyl)indoline